4-(2-hydroxyethyl)cyclohexane-1-ol OCCC1CCC(CC1)O